COC(C1=NC=CC(=C1)C=1OC2=C(N1)C=C(C=C2)C=2N=NN(C2)C)=O 4-(5-(1-methyl-1H-1,2,3-triazol-4-yl)benzo[d]oxazol-2-yl)picolinic acid methyl ester